COC1=C(C=C(C(=N1)N1CCNCC1)NC(C=C)=O)NC1=NC=CC(=N1)C1=CN(C2=CC=CC=C12)C N-(6-methoxy-5-((4-(1-methyl-1H-indol-3-yl)pyrimidin-2-yl)amino)-2-(piperazin-1-yl)pyridin-3-yl)acrylamide